CC1(CN(CCC1)C1=C2C(=NC=C1)N(C=C2C=2C=NC=NC2)COCC[Si](C)(C)C)C(=O)OCC Ethyl 3-methyl-1-[3-pyrimidin-5-yl-1-(2-trimethylsilylethoxymethyl)pyrrolo[2,3-b]pyridin-4-yl]piperidine-3-carboxylate